2-(5-bromo-4-methoxypyridin-2-yl)ethynyl-trimethylsilane BrC=1C(=CC(=NC1)C#C[Si](C)(C)C)OC